NC1=C(C=C(C(=N1)C1=C(C=C(C=C1)Cl)O)Cl)OC 2-(6-amino-3-chloro-5-methoxypyridin-2-yl)-5-chlorophenol